C(C)OC(=O)C=1C=C(C=CC1)B(O)O 3-ETHOXYCARBONYLPHENYLBORONIC ACID